methyl 2-[2-chloro-4-[4-(2,2-dimethoxyethyl)-1-piperidyl]phenyl]-acetate ClC1=C(C=CC(=C1)N1CCC(CC1)CC(OC)OC)CC(=O)OC